C(C)(=O)C1=CC=C(OC2C(OCC2)=O)C=C1 3-(4-Acetylphenoxy)dihydrofuran-2(3H)-one